O=C1C=2C(=NC=CC2)OC12CCN(CC2)C(=O)OC(C)(C)C tert-butyl 3-oxo-3H-spiro[furo[2,3-b]pyridine-2,4'-piperidine]-1'-carboxylate